OC1=C2C=CC(OC2=CC(=C1C(=O)NN1CCCCC1)CCCCC)(CCC=C(C)C)C 5-Hydroxy-2-methyl-2-(4-methylpent-3-en-1-yl)-7-pentyl-N-(piperidin-1-yl)-2H-chromene-6-carboxamide